(6-fluoro-2-pyridinyl)-trimethyl-stannane FC1=CC=CC(=N1)[Sn](C)(C)C